C1=NC=CC2=CC=C(C=C12)C1=NC(=NC=C1C(=O)O)NC1=CC=C(C=C1)N1CCOCC1 4-(isoquinolin-7-yl)-2-((4-morpholinophenyl)amino)pyrimidine-5-carboxylic acid